NC1=C(C=C(C=C1)C=1C=C(OC1)CC1=NNC(C2=CC=CC=C12)=O)[N+](=O)[O-] 4-((4-(4-amino-3-nitrophenyl)furan-2-yl)methyl)phthalazin-1(2H)-one